4-(methylamino)nicotinamide CNC1=CC=NC=C1C(=O)N